Cl.NC1CCC(CC1)CN1C(\C(\C2=CC(=C(C=C12)C(=O)NCC#CC)F)=C/C=1NC(=CC1C)C)=O (Z)-1-(((1r,4r)-4-aminocyclohexyl)methyl)-N-(but-2-yn-1-yl)-3-((3,5-dimethyl-1H-pyrrol-2-yl)methylene)-5-fluoro-2-oxoindoline-6-carboxamide hydrochloride